S(=O)(=O)(O)O.CC(CCCCCCCCCCC)(C)[Na] 1,1-dimethyl-dodecyl-sodium sulfate